methyl 6-(5-[[5-cyclopropyl-3-(2,6-dichlorophenyl)-1,2-oxazol-4-yl]methoxy]-3-methyl-2-azabicyclo[2.2.1]heptan-2-yl)pyridine-3-carboxylate C1(CC1)C1=C(C(=NO1)C1=C(C=CC=C1Cl)Cl)COC1C2C(N(C(C1)C2)C2=CC=C(C=N2)C(=O)OC)C